The molecule is a benzoindole that is 4,5-dihydro-3H-benzo[e]indole in which the nitrogen is substituted by a 3-carboxy-4-hydroxyphenyl group. A non-narcotic analgesic and non-steroidal anti-inflammatory drug, it has greater analgesic and inflammatory responses than aspirin but with less gastrointestinal toxicity. It has a role as a non-steroidal anti-inflammatory drug and a non-narcotic analgesic. It is a member of pyrroles, a benzoindole and a monohydroxybenzoic acid. C1CC2=C(C=C(N2C3=CC(=C(C=C3)O)C(=O)O)C4=CC=CC=C4)C5=CC=CC=C51